Cl.C1CN(CCC12CCNCC2)C(=O)O.CC(CO)NC(C=C)=O N-(1-methyl-2-hydroxyethyl)acrylamide 3,9-diazaspiro[5.5]undecane-3-carboxylate HCl